BrC=1C=C(C=NC1)CNCCS(=O)(=O)C N-((5-bromopyridin-3-yl)methyl)-2-(methylsulfonyl)ethan-1-amine